N1C(=CC=2C=NC=CC21)CNC(CN2C(C(=NC=C2C2=CC=CC=C2)NCC2=CC=C(C=C2)C2=CC=CC=C2)=O)=O N-((1H-pyrrolo[3,2-c]pyridin-2-yl)methyl)-2-(3-(([1,1'-biphenyl]-4-ylmethyl)amino)-2-oxo-6-phenylpyrazin-1(2H)-yl)acetamide